[Si](C)(C)(C(C)(C)C)OCC1=CC(=C2N=CC(=NC2=C1)OC)C=1OC2=C(C1)C=C(C(=C2Cl)F)OC 7-(((tert-butyldimethylsilyl)oxy)methyl)-5-(7-chloro-6-fluoro-5-methoxybenzofuran-2-yl)-2-methoxyquinoxaline